4,4'-diallyloxyazobenzene C(C=C)OC1=CC=C(C=C1)N=NC1=CC=C(C=C1)OCC=C